N-(2,3-difluoro-6-methoxybenzyl)-4-fluoro-2-methoxy-5-nitroaniline FC1=C(CNC2=C(C=C(C(=C2)[N+](=O)[O-])F)OC)C(=CC=C1F)OC